2-[[3-(3-bromophenyl)-2-[(3R)-1-tert-butoxycarbonylpyrrolidin-3-yl]-2-carboxy-propyl]carbamoyl]benzoic acid BrC=1C=C(C=CC1)CC(CNC(=O)C1=C(C(=O)O)C=CC=C1)(C(=O)O)[C@@H]1CN(CC1)C(=O)OC(C)(C)C